di(octadecyl)tolylammonium [tetrakis(perfluoronaphthyl)borate] FC1=C(C2=C(C(=C(C(=C2C(=C1F)F)F)F)F)F)[B-](C1=C(C(=C(C2=C(C(=C(C(=C12)F)F)F)F)F)F)F)(C1=C(C(=C(C2=C(C(=C(C(=C12)F)F)F)F)F)F)F)C1=C(C(=C(C2=C(C(=C(C(=C12)F)F)F)F)F)F)F.C(CCCCCCCCCCCCCCCCC)[NH+](C1=C(C=CC=C1)C)CCCCCCCCCCCCCCCCCC